C(C(C)C)C1=C(OCCN2CCN(CC2)C)C=CC(=C1)C 1-(2-(2-Isobutyl-4-methylphenoxy)ethyl)-4-methylpiperazine